C[C@]12CC[C@@H]([C@@]([C@@H]1CC[C@@]3([C@@H]2CC=C4[C@]3(CC[C@@]5([C@H]4CC(CC5)(C)C)C(=O)O[C@H]6[C@@H]([C@H]([C@@H]([C@H](O6)CO[C@H]7[C@@H]([C@H]([C@@H]([C@H](O7)CO)O)O)O)O)O)O)C)C)(C)CO)O The molecule is a triterpenoid saponin that is the disaccharide derivative of hederagenin. It has been isolated from the stem bark of Kalopanax pictus. It has a role as an anti-inflammatory agent and a plant metabolite. It is a disaccharide derivative, a pentacyclic triterpenoid, a triterpenoid saponin, a diol and a beta-D-glucoside. It derives from a hederagenin.